6-methoxy-2-(pyridin-3-yl)-3,4-dihydroisoquinolin-1(2H)-one COC=1C=C2CCN(C(C2=CC1)=O)C=1C=NC=CC1